rac-dimethylsilyl-bis(2-ethyl-4-phenylindenyl)zirconium dichloride [Cl-].[Cl-].C[SiH](C)[Zr+2](C1C(=CC2=C(C=CC=C12)C1=CC=CC=C1)CC)C1C(=CC2=C(C=CC=C12)C1=CC=CC=C1)CC